(1S)-1-methyl-N-[(3S)-7,9-difluoro-2-oxo-1,3,4,5-tetrahydro-1-benzazepin-3-yl]-1-(trifluoromethyl)-3H-furo[3,4-c]pyridine-6-carboxamide C[C@@]1(OCC=2C=NC(=CC21)C(=O)N[C@@H]2C(NC1=C(CC2)C=C(C=C1F)F)=O)C(F)(F)F